C(C)(=O)N1C(/C(/C2=CC=C(C=C12)Cl)=C/C1=CC(=CC(=C1)C(F)(F)F)OC)=O (E)-1-acetyl-6-chloro-3-(3-methoxy-5-(trifluoromethyl)benzylidene)indol-2-one